NC1=CC=C(NC=2C(=NC(=C(N2)NC)C2=CC=CC=3N(C=NC32)C)C(=O)N)C=C1 3-(4-Aminoanilino)-5-(methylamino)-6-(1-methylbenzimidazol-4-yl)pyrazine-2-carboxamide